[Mn].[Mo].[Ru] ruthenium-molybdenum-manganese